3-[(2R,4R)-4-[2-[5-[(6,7-difluoro-4-methylsulfinyl-1H-indol-5-yl)oxy]-2-fluoro-phenyl]-1H-imidazol-4-yl]-2,4-dimethyl-chroman-8-yl]propanoic acid FC1=C(C(=C2C=CNC2=C1F)S(=O)C)OC=1C=CC(=C(C1)C=1NC=C(N1)[C@@]1(C[C@H](OC2=C(C=CC=C12)CCC(=O)O)C)C)F